ClC=1C(=NC(=NC1)NC1=C(C=CC=C1)S(=O)(=O)NCCOC)N1CCOC2(CC2)C1 [(5-chloro-4-{4-oxa-7-azaspiro[2.5]octan-7-yl}pyrimidin-2-yl)amino]-N-(2-methoxyethyl)benzenesulfonamide